ClC=1C=CC2=C(C=NC3=C(S2)C=CC(=C3)OC(F)(F)F)C1 2-Chloro-8-(trifluoromethoxy)dibenzo[b,f][1,4]thiazepin